trans-3-((5-(3-(2,2-Difluoroethyl)-2-methyl-3H-imidazo[4,5-b]pyridin-5-yl)pyrrolo[2,1-f][1,2,4]triazin-2-yl)amino)-1-methylcyclobutan-1-ol FC(CN1C(=NC=2C1=NC(=CC2)C=2C=CN1N=C(N=CC12)NC1CC(C1)(O)C)C)F